1,1-bis(4-hydroxy-3-methylphenyl)cycloundecane OC1=C(C=C(C=C1)C1(CCCCCCCCCC1)C1=CC(=C(C=C1)O)C)C